N-((1r,3r)-3-(3-Chloro-4-cyanophenoxy)-2,2,4,4-tetramethylcyclobutyl)-5-(4-(hydroxymethyl)piperidin-1-yl)pyrazine-2-carboxamide ClC=1C=C(OC2C(C(C2(C)C)NC(=O)C2=NC=C(N=C2)N2CCC(CC2)CO)(C)C)C=CC1C#N